N-(2-chloro-4-(fluoromethyl)thiophen-3-yl)-2-((2-methyl-6-(4-methylpiperazin-1-yl)pyrimidin-4-yl)amino)thiazole-5-carboxamide ClC=1SC=C(C1NC(=O)C1=CN=C(S1)NC1=NC(=NC(=C1)N1CCN(CC1)C)C)CF